4-[(E)-But-2-en-2-yl]-6-propan-2-ylbenzene-1,3-diol C/C(=C\C)/C1=C(C=C(C(=C1)C(C)C)O)O